CN1C(C=CC=C1)=O 1-methyl-pyridine-2(1H)-one